C(C)(CC)NC=NC(C)CC N,N'-di-sec-butyl-formamidine